CC1(CN(C1)CC(=O)NC=1C=C(C(=NC1)C)NC(=O)C=1C=NN2C1SC(=C2)C=2C=NN1C2NCCC1)C N-(5-(2-(3,3-dimethylazetidin-1-yl)acetamido)-2-methylpyridin-3-yl)-2-(4,5,6,7-tetrahydropyrazolo[1,5-a]pyrimidin-3-yl)pyrazolo[5,1-b]thiazole-7-carboxamide